CS(=O)(=O)OCC12CC(C1)(C2)NC(=O)OCC2=CC=CC=C2 (3-(((Benzyloxy)carbonyl)amino)bicyclo[1.1.1]pentan-1-yl)methyl methanesulfonate